2-fluoro-4-((3R,5S)-3,4,5-trimethylpiperazin-1-yl)aniline tert-butyl-(3-((3-cyano-4-(4-fluoro-2-methyl-1H-indol-5-yloxy)-6-methoxyquinolin-7-yloxy)methyl)cyclobutyl)carbamate C(C)(C)(C)N(C(O)=O)C1CC(C1)COC1=C(C=C2C(=C(C=NC2=C1)C#N)OC=1C(=C2C=C(NC2=CC1)C)F)OC.FC1=C(N)C=CC(=C1)N1C[C@H](N([C@H](C1)C)C)C